ethyl 2-(4-(9-benzyl-6-(1-methylcyclopropoxy)-9H-purin-8-yl)-3-chlorophenoxy)acetate C(C1=CC=CC=C1)N1C2=NC=NC(=C2N=C1C1=C(C=C(OCC(=O)OCC)C=C1)Cl)OC1(CC1)C